N1=CN=CC2=C1NC=C2C=2C=C1N=CC=NC1=CC2 6-(7H-pyrrolo[2,3-d]pyrimidin-5-yl)quinoxaline